C12C(CCC(C1)CO[Si](OC)(OC)CC)O2 5-epoxycyclohexyl-ethyltrimethoxysilane